FC(C1=NN2C(N=C(C=C2NCC2(CN(C2)C2=CC=CC(=N2)C(=O)N)C2=CC=C(C=C2)F)C(F)(F)F)=C1)(F)F 6-(3-(((2,5-bis(trifluoromethyl)pyrazolo[1,5-a]pyrimidin-7-yl)amino)methyl)-3-(4-fluorophenyl)azetidin-1-yl)picolinamide